ClC1=NN2C(C(=N1)NC1CCCC1)=CC=C2[C@H]2[C@@H]([C@@H]([C@H](O2)COC(COC)(COC)P(O)(O)=O)O)O (2-(((2R,3S,4R,5S)-5-(2-chloro-4-(cyclopentylamino)pyrrolo[2,1-f][1,2,4]triazin-7-yl)-3,4-dihydroxytetrahydrofuran-2-yl)methoxy)-1,3-dimethoxypropan-2-yl)phosphonic acid